CC1=C(C(=NC(=C1)C(F)(F)F)C1=C2C(=NC=C1)C=C(S2)CN2C(N(C1(CC1)C2=O)C)=O)NC2CN(CC2)C(=O)OC(C)(C)C Tert-Butyl 3-((4-Methyl-2-(2-((4-Methyl-5,7-Dioxo-4,6-Diazaspiro[2.4]Heptan-6-Yl)Methyl)Thieno[3,2-B]Pyridin-7-Yl)-6-(Trifluoromethyl)Pyridin-3-Yl)Amino)Pyrrolidine-1-Carboxylate